C(C)(C)(C)OC(=O)N1C(CNCC1)C1=NC=C(N=C1)C1=C2C=NC=NC2=CC(=C1)C=1C=NN(C1)C (5-(7-(1-methyl-1H-pyrazol-4-yl)quinazolin-5-yl)pyrazin-2-yl)piperazine-1-carboxylic acid tert-butyl ester